2-(4-(thiophen-2-yl)phenyl)thiophene S1C(=CC=C1)C1=CC=C(C=C1)C=1SC=CC1